[2-[[(1S)-2-[2-(4-fluorophenoxy)-1,3-dimethyl-butoxy]-1-methyl-2-oxo-ethyl]carbamoyl]-4-formamido-3-pyridyl]oxymethyl 2-methylpropanoate CC(C(=O)OCOC=1C(=NC=CC1NC=O)C(N[C@H](C(=O)OC(C(C(C)C)OC1=CC=C(C=C1)F)C)C)=O)C